1,2-dioleoylglycerol C(CCCCCCC\C=C/CCCCCCCC)(=O)OCC(OC(CCCCCCC\C=C/CCCCCCCC)=O)CO